COC(=O)C12CCC(CC1)(CC2)C(=O)O[Ag] ((4-(methoxycarbonyl)bicyclo[2.2.2]octane-1-carbonyl)oxy)silver